ClC1=C(C(=CC=C1)F)C1=NOC(=C1COC1CC1)C=1C=NN(C1C(F)(F)F)CCC(C)(O)C 4-{4-[3-(2-chloro-6-fluorophenyl)-4-(cyclopropoxymethyl)-1,2-oxazol-5-yl]-5-(trifluoromethyl)-1H-pyrazol-1-yl}-2-methylbutan-2-ol